C(C1=CC=CC=C1)OC1=NC(=CC=C1N1C(N(C2=C1C=CC(=C2)N2N=C(C(=C2C)CC(=O)OCC)C)C)=O)OCC2=CC=CC=C2 ethyl 2-[1-[1-(2,6-dibenzyloxy-3-pyridyl)-3-methyl-2-oxo-benzimidazol-5-yl]-3,5-dimethyl-pyrazol-4-yl]acetate